3-methyl-4-(7-(1-methyl-1H-pyrazol-5-yl)-3-(1H-pyrazol-5-yl)pyrazolo[1,5-a]pyrimidin-5-yl)morpholine CC1N(CCOC1)C1=NC=2N(C(=C1)C1=CC=NN1C)N=CC2C2=CC=NN2